ClC1=CC2=C(N(C=N2)COCC[Si](C)(C)C)C=C1Cl 5,6-dichloro-1-{[2-(trimethylsilyl)ethoxy]methyl}-1H-1,3-benzodiazole